2,N-dicyclohexyl-2-(2-naphthalen-2-yl-benzimidazol-1-yl)-acetamide C1(CCCCC1)C(C(=O)NC1CCCCC1)N1C(=NC2=C1C=CC=C2)C2=CC1=CC=CC=C1C=C2